C(CCCCCCC\C=C/CCCCCC)(=O)OCC1(COC(OC1)(C)C)COC(CCCN(C)C)=O (5-(((4-(Dimethylamino)butanoyl)oxy)methyl)-2,2-dimethyl-1,3-dioxan-5-yl)methyl (9Z)-hexadec-9-enoate